pyrophosphoryl (pyrophosphite) O1P2OP1(=O)OP1(=O)OP(O2)O1